(E)-4-(4-hydroxy-4-((4-(4-morpholino-7H-pyrrolo[2,3-d]pyrimidin-6-yl)phenyl)carbamoyl)piperidin-1-yl)but-2-enoic acid OC1(CCN(CC1)C/C=C/C(=O)O)C(NC1=CC=C(C=C1)C1=CC2=C(N=CN=C2N2CCOCC2)N1)=O